rac-tert-butyl 2-{6-bromoimidazo[1,2-a]pyridin-2-yl}-5-methylpyrrolidine-1-carboxylate BrC=1C=CC=2N(C1)C=C(N2)C2N(C(CC2)C)C(=O)OC(C)(C)C